FC[C@@H]1CN(CCN1C(=O)C1(CC1)C)C(=O)OCC1=CC=CC=C1 Benzyl (S)-3-(fluoromethyl)-4-(1-methylcyclopropane-1-carbonyl)piperazine-1-carboxylate